6-(4-((3-(2,3-dihydrobenzo[b][1,4]dioxin-6-yl)benzyl)oxy)-6-methoxybenzofuran-2-yl)-2-methoxyimidazo[2,1-b]thiazole O1C2=C(OCC1)C=C(C=C2)C=2C=C(COC1=CC(=CC3=C1C=C(O3)C=3N=C1SC(=CN1C3)OC)OC)C=CC2